trans-4-fluoro-6-[[4-[(3S)-3-pyrazin-2-ylisoxazolidine-2-carbonyl]cyclohexyl]methyl]isoindolin-1-one FC1=C2CNC(C2=CC(=C1)C[C@@H]1CC[C@H](CC1)C(=O)N1OCC[C@H]1C1=NC=CN=C1)=O